Ethyl (E)-(2-cyano-2-(2-(3,5-dichloro-4-((1,1,4,4-tetramethyl-1,3,4,9-tetrahydropyrano[3,4-b]indol-6-yl)oxy)phenyl)hydrazineylidene)acetyl)carbamate C(#N)\C(\C(=O)NC(OCC)=O)=N/NC1=CC(=C(C(=C1)Cl)OC=1C=C2C3=C(NC2=CC1)C(OCC3(C)C)(C)C)Cl